CN1N=CC(=C1)NC1=C(C(=O)N)C=CC=N1 (1-methyl-1H-pyrazol-4-yl-amino)nicotinamide